myristoylmethionine sulfoxide triethanolamine salt N(CCO)(CCO)CCO.C(CCCCCCCCCCCCC)(=O)N[C@@H](CCS(=O)C)C(=O)O